(±)-N-(3,4-dichlorophenyl)-6,7,8,9-tetrahydro-5H-5,8-epiminocyclohepta[d]pyrimidine-10-carbothioamide ClC=1C=C(C=CC1Cl)NC(=S)N1C2CCC1CC=1N=CN=CC12